C1(=CC=CC=C1)C1(CC(=NO1)C(=O)O)C1=CC=CC=C1.NC=1C=C(OC2=CC=C(C=C2)S(=O)(=O)C2=CC=C(C=C2)OC2=CC(=CC=C2)N)C=CC1 bis[4-(3-aminophenoxy)phenyl]sulfone 5,5-diphenyl-2-isoxazoline-3-carboxylate